BrC=1C=C2C(N(C(=NC2=C(C1)C(C)O)N1CC2=CC=CC=C2C1)C)=O 6-bromo-2-(1,3-dihydroisoindol-2-yl)-8-(1-hydroxyethyl)-3-methylquinazolin-4-one